1-[1,1'-biphenyl-4-yl]-4-bromonaphthalene C1(=CC=C(C=C1)C1=CC=C(C2=CC=CC=C12)Br)C1=CC=CC=C1